1-(1H-benzimidazol-2-yl)ethanone (6-methyl-4-phenyl-2-quinazolinyl) hydrazone CC=1C=C2C(=NC(=NC2=CC1)NN=C(C)C1=NC2=C(N1)C=CC=C2)C2=CC=CC=C2